4-ethyl-9,10-bis(2-n-hexadecenyl-2-carboxyethyl)carbonyloxyanthracene C(C)C1=CC=CC2=C(C3=CC=CC=C3C(=C12)OC(=O)CC(C=CCCCCCCCCCCCCCC)C(=O)O)OC(=O)CC(C(=O)O)C=CCCCCCCCCCCCCCC